7-cyclopropyl-4-((2,2-difluoroethyl)amino)-1-phenylpyrido[2,3-d]pyrimidin-2(1H)-one C1(CC1)C=1C=CC2=C(N(C(N=C2NCC(F)F)=O)C2=CC=CC=C2)N1